2-[(trimethoxysilyl)methyl]butane-1,4-diamine CO[Si](OC)(OC)CC(CN)CCN